4-((1R,5S)-3,8-diazabicyclo[3.2.1]octan-3-yl)-7-(8-chloro-7-fluoronaphthalen-1-yl)-2-(((S)-1-methylpyrrolidin-2-yl)methoxy)-5,6,7,8-tetrahydropyrido[3,4-d]pyrimidine [C@H]12CN(C[C@H](CC1)N2)C=2C1=C(N=C(N2)OC[C@H]2N(CCC2)C)CN(CC1)C1=CC=CC2=CC=C(C(=C12)Cl)F